4-(methoxymethyl)-4-methyl-2-phenyl-4H-benzo[d][1,3]oxazine COCC1(C2=C(N=C(O1)C1=CC=CC=C1)C=CC=C2)C